C(C1=CC=CC=C1)N1[C@@H](CC1)C(=O)N[C@H](C(=O)O)CCCCCCCC1=NC=2NCCCC2C=C1 (S)-2-((S)-1-benzyl-azetidine-2-carboxamido)-9-(5,6,7,8-tetrahydro-1,8-naphthyridin-2-yl)nonanoic acid